2-pyridin-3-ylmethyl-2H-indazole-6-carboxylic acid hydroxyamide ONC(=O)C=1C=CC2=CN(N=C2C1)CC=1C=NC=CC1